COC1=CC=C(C=C1)NC(=S)NC1=CC=C(C=C1)OC N,N'-bis(4-methoxyphenyl)thiourea